FC(C)(F)C1=NC(=CC(=N1)NC1=CC(=NC=C1C1=NC=NC(=C1)COC)NC(C)=O)C N-(4-((2-(1,1-difluoroethyl)-6-methylpyrimidin-4-yl)amino)-5-(6-(methoxymethyl)pyrimidin-4-yl)pyridin-2-yl)acetamide